1-octyl-3-butylpyridinium methanesulfonate CS(=O)(=O)[O-].C(CCCCCCC)[N+]1=CC(=CC=C1)CCCC